C(C)(C)(C)OC(N[C@@H](COCC1=CC(=C2C=NN(C2=C1)C)[N+](=O)[O-])C)=O (R)-(1-((1-methyl-4-nitro-1H-indazol-6-yl)methoxy)propan-2-yl)carbamic acid tert-butyl ester